(R)-N-((S)-1-(3-Fluoro-5-methoxyphenyl)-2-hydroxyethyl)-2-(2-(2-(((S)-1-hydroxypropan-2-yl)amino)-5-methylpyrimidin-4-yl)-4-oxo-6,7-dihydrothieno[3,2-c]pyridin-5(4H)-yl)propionamide FC=1C=C(C=C(C1)OC)[C@@H](CO)NC([C@@H](C)N1C(C2=C(CC1)SC(=C2)C2=NC(=NC=C2C)N[C@H](CO)C)=O)=O